4-[(E)-p-tolylmethyleneamino]-N-[4-[(E)-p-tolylmethyleneamino]phenyl]aniline C1(=CC=C(C=C1)\C=N\C1=CC=C(NC2=CC=C(C=C2)/N=C/C2=CC=C(C=C2)C)C=C1)C